1-hexyl-3-methyl-imidazolium tert-butyl-N-[(1R)-1-[(3-fluorophenyl)carbamoyl]ethyl]-N-methylcarbamate C(C)(C)(C)OC(N(C)[C@H](C)C(NC1=CC(=CC=C1)F)=O)=O.C(CCCCC)N1C=[N+](C=C1)C